(R)-3-(isoquinolin-4-yl)-1-((1R,3R)-3-methylcyclobutyl)-2-oxoimidazoline-4-carbonitrile C1=NC=C(C2=CC=CC=C12)N1C(N(C[C@@H]1C#N)C1CC(C1)C)=O